OC(=O)C(F)(F)F.ONC(C1=CC=C(C=C1)CCCN1N=NC(=C1)CNC1C(C1)C1=CC=CC=C1)=O N-hydroxy-4-(3-(4-(((2-phenylcyclopropyl)amino)methyl)-1H-1,2,3-triazol-1-yl)propyl)benzamide TFA salt